(1S,5S)-5-amino-2,2-dimethylcyclohexanoate hydrochloride Cl.N[C@H]1CCC([C@H](C1)C(=O)O)(C)C